N-methyldiethanolamine diacrylate [(methylazanediyl)bis(ethane-2,1-diyl)diacrylate] CN(CCC=CC(=O)O)CCC=CC(=O)O.C(C=C)(=O)O.C(C=C)(=O)O.CN(CCO)CCO